CC(C(=O)OC(C(=C)C)=O)=C 2-methylprop-2-enoyl 2-methylprop-2-enoate